(S)-N-((S)-1-((2S,4R)-4-hydroxy-2-((4-(4-methylthiazol-5-yl)benzyl)carbamoyl)pyrrolidin-1-yl)-3,3-dimethyl-1-oxobutan-2-yl)morpholine-2-carboxamide, hydrochloride Cl.O[C@@H]1C[C@H](N(C1)C([C@H](C(C)(C)C)NC(=O)[C@@H]1CNCCO1)=O)C(NCC1=CC=C(C=C1)C1=C(N=CS1)C)=O